tert-butyl 3-(3-(4-(3-acrylamidophenylamino)-5-fluoropyrimidin-2-ylamino)phenoxy)propylcarbamate C(C=C)(=O)NC=1C=C(C=CC1)NC1=NC(=NC=C1F)NC=1C=C(OCCCNC(OC(C)(C)C)=O)C=CC1